C(C1=CC=CC=C1)N1/C(/SC=C1CN(C)C)=N/C(=O)C1=CNC2=NC=CC=C21 (Z)-N-(3-benzyl-4-((dimethylamino)methyl)thiazol-2(3H)-ylidene)-1H-pyrrolo[2,3-b]pyridine-3-carboxamide